((7-(trifluoromethyl)quinazolin-4-yl)amino)butanoic acid FC(C1=CC=C2C(=NC=NC2=C1)NC(C(=O)O)CC)(F)F